methyl 1-(2-chloro-3,5-difluoro-4-(N-(4-methoxybenzyl)-N-(thiazol-2-yl)sulfamoyl)phenyl)pyrrolidine-3-carboxylate ClC1=C(C=C(C(=C1F)S(N(C=1SC=CN1)CC1=CC=C(C=C1)OC)(=O)=O)F)N1CC(CC1)C(=O)OC